FC1=C(C=C2C(=NN(C2=C1)COCC[Si](C)(C)C)CCN(C(C)C)C)OC N-(2-(6-fluoro-5-methoxy-1-((2-(trimethylsilyl)ethoxy)methyl)-1H-indazol-3-yl)ethyl)-N-methylpropan-2-amine